Cl.CN(C)C trimethyl-amine hydrochloric acid salt